calcium lactate hydrate O.C(C(O)C)(=O)[O-].[Ca+2].C(C(O)C)(=O)[O-]